6-chloro-N-(1-(4,6-dibromopyridin-3-yl)ethyl)-1-methyl-1H-indole-2-carboxamide ClC1=CC=C2C=C(N(C2=C1)C)C(=O)NC(C)C=1C=NC(=CC1Br)Br